C(CCCCCCCCCCC)NC(CCCSCCC(=O)OCCCCCCCCC)=N nonyl 3-((4-(dodecylamino)-4-iminobutyl)thio)propanoate